2-[2-(dihydroxyphosphoryl)-ethoxymethyl]-acrylic acid-2,4,6-trimethylphenyl ester CC1=C(C(=CC(=C1)C)C)OC(C(=C)COCCP(=O)(O)O)=O